C(C)C1(COC1)COCC1=CC=C(C=C1)C1=CC=C(C=C1)COCC1(COC1)CC 4,4'-bis[(3-ethyloxetan-3-yl)methoxymethyl]biphenyl